1-methoxy-10-phenylacridine bromide [Br-].COC1=CC=CC=2N(C3=CC=CC=C3CC12)C1=CC=CC=C1